trans-rac-N-(2-Chloro-5-(2,2-dichloro-3-(3,5-dichlorophenyl)cyclopropane-1-carboxamido)phenyl)-3-methylbenzamide ClC1=C(C=C(C=C1)NC(=O)[C@@H]1C([C@H]1C1=CC(=CC(=C1)Cl)Cl)(Cl)Cl)NC(C1=CC(=CC=C1)C)=O |r|